α-methoxyphenylacetic acid COC(C(=O)O)C1=CC=CC=C1